caprolactam methyl-phthalate COC(C=1C(C(=O)O)=CC=CC1)=O.C1(CCCCCN1)=O